5-methoxy-2,3-dihydrofuro[2,3-b]pyridin-6-amine COC=1C=C2C(=NC1N)OCC2